4-(4-bromophenoxy)methyl-N-(4-hydroxy-3-(methylsulfonyl)phenyl)benzamide BrC1=CC=C(OCC2=CC=C(C(=O)NC3=CC(=C(C=C3)O)S(=O)(=O)C)C=C2)C=C1